ClC1=NC=CC(=C1C1=C(C=C(C=C1)NC(OC(C)(C)C)=O)F)C(F)(F)F tert-butyl (4-(2-chloro-4-(trifluoromethyl)pyridin-3-yl)-3-fluorophenyl)carbamate